(R)-1-cyclohexyl-1,2,3,6-tetrahydropyridin-3-ol C1(CCCCC1)N1C[C@@H](C=CC1)O